C(C)(C)(C)NCC=1C=C(CC2=C3C(=C(C(=NC3=CC=C2)Cl)N)N)C=CC1 (3-((tert-butylamino)methyl)benzyl)-2-chloroquinoline-3,4-diamine